N-(2-Amino-2-oxoethyl)-2-(3-(3-(1-(2-chloro-4-fluorophenyl)cyclopropyl)-1,2,4-oxadiazol-5-yl)-5-(difluoromethyl)-1H-pyrazol-1-yl)-N-methylacetamide NC(CN(C(CN1N=C(C=C1C(F)F)C1=NC(=NO1)C1(CC1)C1=C(C=C(C=C1)F)Cl)=O)C)=O